FC1=C(C=CC(=C1C)C(=O)O)C1=CC=C(C=C1)NC([C@@H]1N(CCC1)C(NC1=CC=C(C=C1)C(C)C)=O)=O 2-fluoro-3-methyl-4'-[(1-{[4-(propan-2-yl)phenyl]carbamoyl}-D-prolyl)amino][1,1'-biphenyl]-4-carboxylic acid